FC1=C(C=CC(=C1)C1=NOC(=N1)C)C1=CC=C(C=C1)C(=O)O 2'-fluoro-4'-(5-methyl-1,2,4-oxadiazol-3-yl)-[1,1'-biphenyl]-4-formic acid